[Si](C)(C)(C(C)(C)C)OC1CCN(CC1)C=1C=CC(=NC1)NC1=CC(=NC=2C(=CN(C(C12)=O)CC1=CC=C(C=C1)OC)CC)C1=C(C=CC=C1F)F 4-((5-(4-((tert-butyldimethylsilyl)oxy)piperidin-1-yl)pyridin-2-yl)amino)-2-(2,6-difluorophenyl)-8-ethyl-6-(4-methoxybenzyl)-1,6-naphthyridin-5(6H)-one